6-methoxy-2-[(1r,4r)-4-(hydroxymethyl)cyclohexyl]indazole-5-carboxylic acid COC=1C(=CC2=CN(N=C2C1)C1CCC(CC1)CO)C(=O)O